(5-(1,3-Dioxolan-2-yl)pyridin-2-yl)indoline-1-carboxylic acid tert-butyl ester C(C)(C)(C)OC(=O)N1C(CC2=CC=CC=C12)C1=NC=C(C=C1)C1OCCO1